6-[5-({[3-(cyclopentyloxy)phenyl]methyl}carbamoyl)-6-methoxypyridin-3-yl]-N-methyl-1H-indazole-3-carboxamide C1(CCCC1)OC=1C=C(C=CC1)CNC(=O)C=1C=C(C=NC1OC)C1=CC=C2C(=NNC2=C1)C(=O)NC